C(#N)C1=C(C=CC(=C1)N1CC2C(C2C1)(F)F)CN1C=NC(=C1)C(=O)O 1-[(2-Cyano-4-{6,6-difluoro-3-azabicyclo[3.1.0]hexan-3-yl}phenyl)methyl]-1H-imidazole-4-carboxylic acid